2-(4-amino-piperidin-1-yl)-6-(4-methoxy-phenyl)-3-methyl-5-(1-methyl-1H-indol-5-yl)-3H-pyrimidin-4-one NC1CCN(CC1)C1=NC(=C(C(N1C)=O)C=1C=C2C=CN(C2=CC1)C)C1=CC=C(C=C1)OC